(2-chlorophenyl)((S)-tetrahydrofuran-2-yl)methanol ClC1=C(C=CC=C1)C(O)[C@H]1OCCC1